S(=O)(=O)([O-])[O-].[Pt+2].[Rb+] rubidium platinum sulfate